BrC1=CC(=CC2=C1OC1=C2C=CC(=C1)F)C 4-bromo-7-fluoro-2-methyl-dibenzo[b,d]furan